C(=C)(C)C1=C(C=CC=C1)[N+]#[C-] 2-ISOPROPENYL-PHENYLISOCYANIDE